[O-2].[Mn+2].[Fe+2].[O-2] iron manganese oxide